F[C@H]1[C@@H](C1)C(=O)NC1=NC=NC(=C1)N1C(=NN=C1)NC=1C=NC(=CC1C)C(CC)O (1S,2R)-2-fluoro-N-(6-(3-((6-(1-hydroxypropyl)-4-methylpyridin-3-yl)amino)-4H-1,2,4-triazol-4-yl)pyrimidin-4-yl)cyclopropane-1-carboxamide